ClC=1C(=C(C(=CC1)OC)C1=CC(=NC=C1C(=O)NC=1SC(=NN1)CO[C@@H]1COCC1)C)F 4-(3-chloro-2-fluoro-6-methoxyphenyl)-6-methyl-N-(5-((((S)-tetrahydrofurane-3-yl)oxy)methyl)-1,3,4-thiadiazol-2-yl)nicotinamide